FC1=CC=C(C=C1)C=1C=C2C(=NC=NC2=C(C1)S(=O)(=O)NC)NC(C)C=1SC(=NN1)C 6-(4-Fluorophenyl)-N-methyl-4-((1-(5-methyl-1,3,4-thiadiazol-2-yl)ethyl)amino)quinazoline-8-sulfonamide